(2R,3S)-2-(3-(7-chloro-6-(3-chlorophenyl)-3H-imidazo[4,5-b]pyridin-3-yl)propyl)piperidin-3-ol dihydrochloride Cl.Cl.ClC1=C2C(=NC=C1C1=CC(=CC=C1)Cl)N(C=N2)CCC[C@H]2NCCC[C@@H]2O